CN1N=C2C=CC(=CC2=C1)C1=C2CN(CC2=CC=C1)C#N 4-(2-methyl-2H-indazol-5-yl)isoindoline-2-carbonitrile